F[C@H]1[C@H](C1)N1C(C(=CC=C1)NC(=O)C1=CC=2C(N=C1OC(C)C)=NN(C2)C21COC(C2)(C1)C)=O N-(1-((1S,2R)-2-fluorocyclopropyl)-2-oxo-1,2-dihydropyridin-3-yl)-6-isopropoxy-2-(1-methyl-2-oxabicyclo[2.1.1]hexan-4-yl)-2H-pyrazolo[3,4-b]pyridine-5-carboxamide